C(C)(C)(C)N(C(O)=O)C1=C(C=C(C=C1)C(C)(C)C)[N+](=O)[O-].NC1=NC=C(C=C1O[C@H](C)C=1C=C(C=CC1)NC(C1=CC(=CC(=C1)C)C)=O)C=1C=NN(C1)C (R)-N-(3-(1-((2-amino-5-(1-methyl-1H-pyrazol-4-yl)pyridin-3-yl)oxy)ethyl)phenyl)-3,5-dimethyl-benzamide tert-butyl-(4-(tert-butyl)-2-nitrophenyl)carbamate